C[C@@]12CC(=O)O[C@@]13[C@@](C4=C(C(=C(N4)CC5=C(C(=C(N5)/C=C\\6/[C@H]([C@](/C(=C/C(=N3)[C@H]2CCC(=O)O)/N6)(C)CC(=O)O)CCC(=O)O)CC(=O)O)CCC(=O)O)CCC(=O)O)CC(=O)O)(C)O The molecule is the intermediate in the biosynthesis of vitamin B12 from uroporphyrinogen III in which three methyl groups have been introduced at positions 2, 7 and 20 of the tetrapyrrole framework and in which the carboxymethyl group at position 2 has been oxidised to form a lactone ring. It is a conjugate acid of a precorrin-3B(7-) and a precorrin-3B(6-).